2-(6-morpholinopyridin-3-yl)-1H-indole-7-carboxamide O1CCN(CC1)C1=CC=C(C=N1)C=1NC2=C(C=CC=C2C1)C(=O)N